methoxy(methyl)ammonia CONC